FC1([C@@H]([C@@H](N(C1)C(=O)C1(OCC1)C)CC=1C(=C(C=CC1)C1=CC=CC=C1)F)NS(=O)(=O)CC)F N-[(2S,3R)-4,4-difluoro-2-[(2-fluoro[1,1'-biphenyl]-3-yl)methyl]-1-(2-methyloxetane-2-carbonyl)pyrrolidin-3-yl]ethanesulfonamide